[SeH-]=[Se].S1C=CC=C1.S1C=CC=C1 dithiophene diselenide